((2,4-dichlorophenoxy)methyl)-2-iodo-benzoic acid methyl ester COC(C1=C(C(=CC=C1)COC1=C(C=C(C=C1)Cl)Cl)I)=O